1-(7-((5-(imidazo[1,2-a]pyrimidin-6-yl)-7H-pyrrolo[2,3-d]pyrimidin-2-yl)amino)-2-azaspiro[3.5]nonan-2-yl)ethan-1-one N=1C=CN2C1N=CC(=C2)C2=CNC=1N=C(N=CC12)NC1CCC2(CN(C2)C(C)=O)CC1